COC1=CC=C(CC2=NC=CC=3C(=C(C=CC23)C)N)C=C1 1-(4-methoxybenzyl)-6-methylisoquinolin-5-amine